tert-butyl (1R,3r,5S)-3-((3-hydroxybutyl)amino)-8-azabicyclo[3.2.1]octane-8-carboxylate OC(CCNC1C[C@H]2CC[C@@H](C1)N2C(=O)OC(C)(C)C)C